C(C)(=O)OC1(COC1)C1=CC=C(C=C1)C(=O)N1CCC(CC1)OC1=CC=C(C=C1)C(F)(F)F 3-(4-(4-(4-(trifluoromethyl)phenoxy)piperidine-1-carbonyl)phenyl)oxetan-3-yl acetate